C(C)(C)(C)OC(=O)N1[C@@H](COCC1)C=1C=C(C=C2CCN(CC12)C(=O)N1C[C@H](OCC1)C)C=1C=C2C(=NC1)NC=C2Cl (R)-3-(6-(3-chloro-1H-pyrrolo[2,3-b]pyridin-5-yl)-2-((R)-2-methylmorpholine-4-carbonyl)-1,2,3,4-tetrahydroisoquinolin-8-yl)morpholine-4-carboxylic acid tert-butyl ester